[6-[[4-(trifluoromethyl)thiazol-2-yl]methyl]-2-azaspiro[3.3]heptan-2-yl]methanone FC(C=1N=C(SC1)CC1CC2(CN(C2)C=O)C1)(F)F